C1(CC1)C=1N=NN(C1)[C@H](C(=O)N1[C@@H](C[C@H](C1)O)C(=O)NC1CN(C(CC1)=O)C=1C=NN(C1)C)C(C)(C)C (2S,4r)-1-[(2S)-2-(4-cyclopropyl-triazol-1-yl)-3,3-dimethyl-butyryl]-4-hydroxy-N-[1-(1-methylpyrazol-4-yl)-6-oxo-3-piperidinyl]pyrrolidine-2-carboxamide